3-bromo-1-naphthylamine BrC=1C=C(C2=CC=CC=C2C1)N